C(C)C1=C(C=CC=C1)NC(C(=O)NC1=C(C=CC(=C1)C(C)(C)C)OCC)=O N-(2-ethylphenyl)-N'-(2-ethoxy-5-t-butylphenyl)oxalamide